anthranyl alcohol C1(=CC=CC2=CC3=CC=CC=C3C=C12)O